(2,2-dioxo-2lambda6-thia-7-azaspiro[3.5]nonan-7-yl)-[3-[4-[1-(trifluoromethyl)cyclopropyl]phenyl]azetidin-1-yl]methanone O=S1(CC2(C1)CCN(CC2)C(=O)N2CC(C2)C2=CC=C(C=C2)C2(CC2)C(F)(F)F)=O